C(CCCCCCCCCCCCCCCCCCCCCCC)OC(CCCCCCCCCCCCC)=O tetradecanoic acid lignoceryl ester